O-ethyl-S-(1-isobutoxyethyl)xanthate C(C)OC(=SC(C)OCC(C)C)[S-]